Tert-butyl 2-((6-(1-((benzyloxy)carbonyl)indolin-4-yl)pyridin-3-yl)methyl)-7-azaspiro[3.5]nonane-7-carboxylate C(C1=CC=CC=C1)OC(=O)N1CCC2=C(C=CC=C12)C1=CC=C(C=N1)CC1CC2(C1)CCN(CC2)C(=O)OC(C)(C)C